2-chloro-N-(4-(2,6-dioxopiperidin-3-yl)phenyl)acetamide ClCC(=O)NC1=CC=C(C=C1)C1C(NC(CC1)=O)=O